NC[C@@H](C(=O)NC=1C=C2C=CN=CC2=CC1)C1=CC=C(COC(C2=C(C=C(C=C2)C)C)=O)C=C1 (S)-4-(3-amino-1-(isoquinolin-6-yl-amino)-1-oxopropan-2-yl)benzyl-2,4-dimethylbenzoate